2-[2-(benzyloxy)-5-bromo-4-iodophenyl]-1,3-dioxolane C(C1=CC=CC=C1)OC1=C(C=C(C(=C1)I)Br)C1OCCO1